FC1=C(C(=CC=C1C)OC)S(=O)(=O)Cl 2-fluoro-6-methoxy-3-methylbenzenesulfonyl chloride